3-ethyl-5-methyl-2-(2-aminoethoxymethyl)-4-(2-chlorophenyl)-1,4-dihydro-6-methyl-3,5-pyridinedicarboxylic acid C(C)C1(C(NC(C(C1C1=C(C=CC=C1)Cl)(C(=O)O)C)C)COCCN)C(=O)O